[5-[(6Ar)-1-hydroxy-6,6,9-trimethyl-6a,7,10,10a-tetrahydrobenzo[c]chromen-3-yl]-5-methylhexyl] nitrate [N+](=O)(OCCCCC(C)(C)C1=CC(=C2C3[C@H](C(OC2=C1)(C)C)CC=C(C3)C)O)[O-]